[N+](=O)([O-])C1=C(C=CC=C1)NP(N)(N)=O (2-Nitrophenyl)-phosphoric triamide